ClC1=CC=2N(C(N(C=3N=CC(=CC3C2C=C1)C(F)(F)F)CC)=O)C1=C(C=C(C=C1F)NCCNCCO)F 13-chloro-10-[2,6-difluoro-4-({2-[(2-hydroxyethyl)amino]ethyl}amino)phenyl]-8-ethyl-4-(trifluoromethyl)-6,8,10-triazatricyclo[9.4.0.02,7]pentadeca-1(11),2(7),3,5,12,14-hexaen-9-one